5-methoxy-2-(1-methylhydrazino)pyrimidine COC=1C=NC(=NC1)N(N)C